((tert-butoxycarbonyl)(tetrahydrofuran-3-yl)amino)but-2-enoic acid C(C)(C)(C)OC(=O)N(C1COCC1)C(C(=O)O)=CC